2-[[4-[(E)-3-[4-(Diethylamino)phenyl]prop-2-enoyl]phenyl]sulfonyl-methylamino]acetic acid C(C)N(C1=CC=C(C=C1)/C=C/C(=O)C1=CC=C(C=C1)S(=O)(=O)N(CC(=O)O)C)CC